BrC=1C=C(C=CC1OC)S(=O)(=O)Cl 3-bromo-4-methoxybenzenesulfonyl chloride